COC=1C=C(C=CC1OC)C=1N=C2N(C(C1)=O)C=C(C=C2CC)N2CCC(CC2)N(C)C 2-(3,4-dimethoxyphenyl)-7-[4-(dimethylamino)piperidin-1-yl]-9-ethyl-4H-pyrido[1,2-a]pyrimidin-4-one